C(C)(C)OCO[Si](OC)(OC)CC1=CC=CC=C1 i-Propoxybenzyltrimethoxysilane